CN1[C@@H](COCC1)CN1N=C2N(C=NC(=C2)C2=CC=CC=C2)C1=O 2-[[(3R)-4-methyl-morpholin-3-yl]methyl]-7-phenyl-[1,2,4]triazolo[4,3-c]pyrimidin-3-one